4-[3-chloro-2-[2-(3,4-difluorophenyl)ethyl]-6-fluoro-phenyl]-5-hydroxy-2,6-dimethyl-pyridazin-3-one ClC=1C(=C(C(=CC1)F)C=1C(N(N=C(C1O)C)C)=O)CCC1=CC(=C(C=C1)F)F